tert-butyl 2-[(4-amino-8-methoxy-5,5-dimethyl-benzo[h]quinazolin-6-ylidene)amino]oxyacetate NC1=NC=NC=2C3=C(C(C(C12)(C)C)=NOCC(=O)OC(C)(C)C)C=C(C=C3)OC